5-((5-(2-methoxy-6-(piperidin-3-ylmethoxy)phenyl)-1H-pyrazol-3-yl)amino)pyrazine-2-carbonitrile COC1=C(C(=CC=C1)OCC1CNCCC1)C1=CC(=NN1)NC=1N=CC(=NC1)C#N